ClC1=C2CC(OC(C2=C(C(=C1)C(=O)N[C@@H](CCSC)C(=O)O)O)=O)C N-((5-Chloro-8-hydroxy-3-methyl-1-oxo-7-isochromanyl)carbonyl)methionine